ClCC(=O)N1CC(CCCC1)(O)CNC(OCC1=CC=CC=C1)=O Benzyl ((1-(2-chloroacetyl)-3-hydroxyazepan-3-yl)methyl)carbamate